COC(NC1=CC=C(C=C1)NC(C(C1=CC=CC=C1)N)=O)=O (4-(2-amino-2-phenylacetylamino)phenyl)carbamic acid methyl ester